COC=1C(=CC=2C3=C(C(=NC2C1)NC(C)C)COC3)OCCCN3CCCC3 7-methoxy-N-(propan-2-yl)-8-[3-(pyrrolidin-1-yl)propoxy]-1H,3H-furo-[3,4-c]quinolin-4-amine